C(CCCC[C@@H]1SC[C@@H]2NC(=O)N[C@H]12)(=O)C(C(=O)O)(CCCC)N D-Biotinoyl-e-aminocaproic acid